4-chloro-N-[(1r,3s)-3-{[6-chloro-2-(trifluoromethyl)quinolin-4-yl]amino}cyclohexyl]benzamide ClC1=CC=C(C(=O)N[C@H]2C[C@H](CCC2)NC2=CC(=NC3=CC=C(C=C23)Cl)C(F)(F)F)C=C1